3-((6-nitro-1H-indol-3-yl)methyl)-1H-indole [N+](=O)([O-])C1=CC=C2C(=CNC2=C1)CC1=CNC2=CC=CC=C12